2-fluoro-4-isocyanato-N-(5-methylpyridin-2-yl)-6-(2H-tetrazol-5-yl)benzamide FC1=C(C(=O)NC2=NC=C(C=C2)C)C(=CC(=C1)N=C=O)C=1N=NNN1